NC1=CC=C(C=N1)C#CC1=CC=C2CN(C(C2=C1)=O)[C@@H](C(=O)NC1=NC=CC=C1)C1=C(C=CC(=C1)F)O |r| (2RS)-2-[6-[2-(6-Amino-3-pyridyl)ethynyl]-1-oxo-isoindolin-2-yl]-2-(5-fluoro-2-hydroxyphenyl)-N-(2-pyridyl)acetamide